6-Methyl-N-(methyl-d3)-5-(4-((3-oxo-4H-quinoxalin-6-yl)methyl)piperazin-1-yl)pyridine-2-Formamide CC1=C(C=CC(=N1)C(=O)NC([2H])([2H])[2H])N1CCN(CC1)CC=1C=C2NC(C=NC2=CC1)=O